O1C[C@H](CCC1)C1=CC(=NN1)NC1=CN=CC(=N1)OC1CCN(CC1)C(=O)OC(C)(C)C tert-butyl (R)-4-((6-((5-(tetrahydro-2H-pyran-3-yl)-1H-pyrazol-3-yl)amino)pyrazin-2-yl)oxy)piperidine-1-carboxylate